5,7-dihydroxy-2-phenyl-chromen-4-one OC1=C2C(C=C(OC2=CC(=C1)O)C1=CC=CC=C1)=O